6-(3-Isopropyl-5-(1-(2-(methylsulfonyl)ethyl)piperidin-3-yl)-1H-indol-2-yl)-8-methoxy-[1,2,4]triazolo[1,5-a]pyridin C(C)(C)C1=C(NC2=CC=C(C=C12)C1CN(CCC1)CCS(=O)(=O)C)C=1C=C(C=2N(C1)N=CN2)OC